4-((5-(2-fluorophenyl)-1-(4-(trifluoromethyl)benzyl)-1H-indole-7-carboxamido)methyl)benzoic acid FC1=C(C=CC=C1)C=1C=C2C=CN(C2=C(C1)C(=O)NCC1=CC=C(C(=O)O)C=C1)CC1=CC=C(C=C1)C(F)(F)F